C(CCCCCCCCCCC)(=O)NCCCS(=O)(=O)O lauramidopropyl-hydroxysulfone